N-(4-((3-((4-chloro-3-(trifluoromethyl)phenyl)sulfonamido)-5-methylpyridin-2-yl)oxy)-3-((diethylamino)methyl)phenyl)acrylamide ClC1=C(C=C(C=C1)S(=O)(=O)NC=1C(=NC=C(C1)C)OC1=C(C=C(C=C1)NC(C=C)=O)CN(CC)CC)C(F)(F)F